2-METHOXYQUINOLIN-6-YLBORONIC ACID COC1=NC2=CC=C(C=C2C=C1)B(O)O